S(=O)(OCCCF)OCC(F)F (3-fluoropropyl) (2,2-difluoroethyl) sulfite